(1s,4s)-4-((5-(8-fluoroimidazo[1,2-a]pyridin-6-yl)-7H-pyrrolo[2,3-d]pyrimidin-2-yl)amino)-N,N-dimethylcyclohexane-1-carboxamide FC=1C=2N(C=C(C1)C1=CNC=3N=C(N=CC31)NC3CCC(CC3)C(=O)N(C)C)C=CN2